BrC=1C=CC(=C(C(=O)NC2=CC(=C(C=C2)C=2C(OC3=CC=CC=C3C2)=O)C)C1)Cl 5-bromo-2-chloro-N-[3-methyl-4-(2-oxo-2H-chromen-3-yl)phenyl]benzamide